N-(4-methyl-3-((4-(pyridin-3-yl)thiazol-2-yl)amino)phenyl)-2-morpholinyl-nicotinamide CC1=C(C=C(C=C1)NC(C1=C(N=CC=C1)N1CCOCC1)=O)NC=1SC=C(N1)C=1C=NC=CC1